CNC(=O)N1CCC2(C(NCCO2)C)CC1 N,5-dimethyl-1-oxa-4,9-diazaspiro[5.5]undecane-9-carboxamide